COC1=NC(=CC=C1NC(=O)C=1C(=NOC1C)C1=CC=CC=C1)C1=CN=CS1 (2-methoxy-6-(thiazol-5-yl)pyridin-3-yl)-5-methyl-3-phenylisoxazole-4-carboxamide